NCCCNCC1=CC=C(C(=O)NC2=CC=C(C=C2)S(=O)(=O)N2CCN(CC2)C2=NC=CC(=C2)C(F)(F)F)C=C1 4-[(3-aminopropylamino)methyl]-N-[4-[4-[4-(trifluoromethyl)-2-pyridinyl]piperazin-1-yl]sulfonylphenyl]benzamide